N-(tert-butyl)naphthalen-1-amine C(C)(C)(C)NC1=CC=CC2=CC=CC=C12